C(CCCCCC)CC(=O)O hept-yl-acetic acid